N-(hydroxymethyl)pyridine-2-carboxamide OCNC(=O)C1=NC=CC=C1